OC1=C(C=C(CO)C=C1)OC 4-Hydroxy-3-methoxy-benzyl alcohol